2,N-dicyclohexyl-2-[2-(2,4-dimethoxy-phenyl)-benzimidazol-1-yl]-acetamide C1(CCCCC1)C(C(=O)NC1CCCCC1)N1C(=NC2=C1C=CC=C2)C2=C(C=C(C=C2)OC)OC